FC1=C(C(=CC=C1)F)C=1C(=C(N=NC1)C(=O)N)NC1=NC=C(C(=C1)F)N1CCOCC1 (2,6-difluorophenyl)-4-((4-fluoro-5-morpholinopyridin-2-yl)amino)pyridazine-3-carboxamide